C(C1=CC=CC=C1)[C@@H]1N(C(OC1)=O)C(CC(CC=O)C)=O 5-((S)-4-benzyl-2-oxooxazolidin-3-yl)-3-methyl-5-oxopentanal